(14R)-2-aminopyridine NC1=NC=CC=C1